(R)-{4-[(6-fluoro-7-methoxyquinolin-4-yl)oxy]phenyl}(imino)methyl-λ6-sulfanone FC=1C=C2C(=CC=NC2=CC1OC)OC1=CC=C(C=C1)[SH2](=O)C=N